CN1N(C=CN1)C1=NNC=C1 2-methyl-1,2,3-triazol-1-ylpyrazol